C(C)(C)[C@@H]1CC[C@H](CC12OCC1([C@@H](CC[C@H](C1)C)C(C)C)CO2)C (1S,4R,10S,13R)-1,10-diisopropyl-4,13-dimethyl-7,16-dioxadispiro[5.2.59.26]hexadecane